2-(3-Bromophenyl)ethan BrC=1C=C(C=CC1)CC